C(CC)S(=O)(=O)O[N+]1=C(C=CC=C1)Cl (2-Chloropyridin-1-ium-1-yl) propane-1-sulfonate